2,4,6-trifluorophenol FC1=C(C(=CC(=C1)F)F)O